C(CCCCCCCCCCCCCCC)N(CCCCCCCCCCCCCCCC)O N,N-dihexadecylhydroxyamine